((tetrahydro-2H-pyran-2-yl)oxy)acrylamide disodium 1,5-naphthalenedisulfonate C1(=CC=CC=2C(=CC=CC12)S(=O)(=O)[O-])S(=O)(=O)[O-].[Na+].[Na+].O1C(CCCC1)OC(C(=O)N)=C